NC1=CC=C(C(=O)NC=2C=C(C=CC2O)S(=O)(=O)C2=CC(=C(C=C2)O)NC(C2=CC=C(C=C2)N)=O)C=C1 bis(N-(4-aminobenzoyl)-3-amino-4-hydroxyphenyl) sulfone